(7E,9E)-undeca-7,9-dien-1-ol C(CCCCC\C=C\C=C\C)O